2,6,8-trinitro-4H-indeno[1,2-b]thiophene-4-one [N+](=O)([O-])C1=CC2=C(S1)C1=C(C=C(C=C1C2=O)[N+](=O)[O-])[N+](=O)[O-]